N4-(5-amino-2-fluorophenyl)-N2-(1-methyl-1H-pyrazol-4-yl)-5-(1-methyl-2,5-dihydro-1H-pyrrol-3-yl)pyrimidine-2,4-diamine NC=1C=CC(=C(C1)NC1=NC(=NC=C1C=1CN(CC1)C)NC=1C=NN(C1)C)F